N1N=NC2=C1C=CC(=C2)C(=O)N2[C@@H](C=1N(CC2)C(=NN1)C1=NC(=NS1)C)C (R)-(1H-benzo[d][1,2,3]triazol-5-yl)(8-methyl-3-(3-methyl-1,2,4-thiadiazol-5-yl)-5,6-dihydro-[1,2,4]triazolo[4,3-a]pyrazin-7(8H)-yl)methanone